FC=1C=CC(=C2C=CN(C(C12)=O)C)O 8-fluoro-5-hydroxy-2-methylisoquinolin-1(2H)-one